α-ethoxysilane C(C)O[SiH3]